C(C)C(CC(C(=O)OCC(COC(C(CCCC)(CC)CC(CCCC)CC)=O)(COC(C(CCCC)(CC)CC(CCCC)CC)=O)COC(C(CCCC)(CC)CC(CCCC)CC)=O)(CCCC)CC)CCCC pentaerythritol tetra(2-ethylhexyl ethylhexanoate)